ClC1=C(C=C(C=C1)Cl)CNC(=O)C1CN(C(C1)=O)C1=C(C=C(C=C1)F)F N-[(2,5-dichlorophenyl)methyl]-1-(2,4-difluorophenyl)-5-oxopyrrolidine-3-carboxamid